CN1N=C(C(=C1)C)NCC1(CC=CC1)C (1,4-dimethyl-1H-pyrazol-3-yl)(1-methylcyclopent-3-en-1-yl)methylamine